(2R,7aS)-7a-[({4-[(6R)-6-[(tert-butyldiphenylsilyl)oxy]-1,4-oxazepan-4-yl]-6-chloro-1,3,5-triazin-2-yl}oxy)methyl]-2-fluoro-hexahydropyrrolizine [Si](C1=CC=CC=C1)(C1=CC=CC=C1)(C(C)(C)C)O[C@@H]1CN(CCOC1)C1=NC(=NC(=N1)Cl)OC[C@]12CCCN2C[C@@H](C1)F